8-acetyl-2-(isoindolin-2-yl)-6-methyl-3-(tetrahydro-2H-pyran-4-yl)quinazolin-4(3H)-one C(C)(=O)C=1C=C(C=C2C(N(C(=NC12)N1CC2=CC=CC=C2C1)C1CCOCC1)=O)C